2-(2-((tert-butoxycarbonyl)(2,2,2-trifluoroethyl)amino)pyridin-4-yl)-2H-1,2,3-triazole-4-carboxylic acid C(C)(C)(C)OC(=O)N(C1=NC=CC(=C1)N1N=CC(=N1)C(=O)O)CC(F)(F)F